NC1=NC=CC=C1S(=O)(=O)NC(=O)C=1C(=NC(=CC1)C1=C(C=CC=C1F)OCC)N1C(C[C@@H](C1)C)(C)C N-[(2-Amino-3-pyridyl)sulfonyl]-6-(2-ethoxy-6-fluorophenyl)-2-[(4S)-2,2,4-trimethylpyrrolidin-1-yl]pyridin-3-carboxamid